C(C)(=O)C1=CC2=C(O1)C(=C1C=CC=CC1=C2OC(=O)NCCNCCC(=O)O)OC(=O)NCCNCCC(=O)O 3,3'-((((((2-acetylnaphtho[2,3-b]furan-4,9-diyl)bis(oxy))bis(carbonyl))-bis(azanediyl))bis(ethane-2,1-diyl))bis(azanediyl))dipropionic acid